Natrium azid [N-]=[N+]=[N-].[Na+]